O=C1NC(CCC1C1=C(C=C(C=C1F)N1C[C@@H](CC1=O)NC(OCC1CC2(C1)CCC2)=O)F)=O spiro[3.3]heptan-2-ylmethyl ((3R)-1-(4-(2,6-dioxopiperidin-3-yl)-3,5-difluorophenyl)-5-oxopyrrolidin-3-yl)carbamate